5-(1-methyl-1H-pyrazol-4-yl)-3-((trimethylsilyl)ethynyl)-2-aminopyridine CN1N=CC(=C1)C=1C=C(C(=NC1)N)C#C[Si](C)(C)C